6-amino-3-chloro-2-[(3-methyl-4-oxo-quinazolin-6-yl)amino]benzonitrile NC1=CC=C(C(=C1C#N)NC=1C=C2C(N(C=NC2=CC1)C)=O)Cl